tetrahydrofuran methyl-(methyl)acrylate CC=C(C(=O)O)C.O1CCCC1